7,8-dichloro-N-[6-(2,2-difluoroethoxy)-5-fluoro-2-methoxy-3-pyridinyl]-1-keto-2H-isoquinoline-4-sulfonamide ClC1=CC=C2C(=CNC(C2=C1Cl)=O)S(=O)(=O)NC=1C(=NC(=C(C1)F)OCC(F)F)OC